N[C@@H](CC(=O)OCC)C=1C=C(C=C(C1F)C)C1=C(C=C(C=C1C)C)F ethyl (S)-3-amino-3-(2',4-difluoro-4',5,6'-trimethyl-[1,1'-biphenyl]-3-yl)propanoate